C(C)(C)(C)OC(=O)N1C[C@H]([C@@H](C1)CC)C(=O)O |r| 1-[(tert-butoxy)carbonyl]-(±)-trans-4-ethylpyrrolidine-3-carboxylic acid